O1CCCC1.[I] iodine tetrahydrofuran